tert-Butyl 8-{[2-(4-isopropylphenyl)imidazo[1,2-a]pyridin-3-yl]methyl}-3,8-diazabicyclo[3.2.1]octane-3-carboxylate C(C)(C)C1=CC=C(C=C1)C=1N=C2N(C=CC=C2)C1CN1C2CN(CC1CC2)C(=O)OC(C)(C)C